FC(S(=O)(=O)OC1=CC(=CC2=CC=C(C(=C12)C#C[Si](C(C)C)(C(C)C)C(C)C)F)OCOC)(F)F 7-fluoro-3-(methoxymethoxy)-8-{2-[tris(propan-2-yl)silyl]ethynyl}naphthalen-1-yl trifluoromethanesulfonate